3-methyl-2-[1-methyl-5-(4-methylpiperazin-1-yl)imidazo[4,5-b]pyrazin-2-yl]-5-(trifluoromethyl)phenol CC=1C(=C(C=C(C1)C(F)(F)F)O)C1=NC=2C(=NC=C(N2)N2CCN(CC2)C)N1C